NC1CN(C1)C1=NC=C(C=N1)NC(=O)N[C@@H](C(C)C)C=1OC2=C(C1C)C=C(C=C2)F (S)-1-(2-(3-aminoazetidin-1-yl)pyrimidin-5-yl)-3-(1-(5-fluoro-3-methylbenzofuran-2-yl)-2-methylpropyl)urea